CNCCCN1CCC(CC1)C1=CC=C(NC2C(NC(CC2)=O)=O)C=C1 3-[4-[1-[3-(methylamino)propyl]-4-piperidyl]anilino]piperidine-2,6-dione